BrC1=C(C=C(C=C1)C=1SC(=CC1)C)OCOC 2-(4-bromo-3-(methoxymethoxy)phenyl)-5-methylthiophene